3-(4-(3-isopropyl-2-(2-methylpyridin-4-yl)-1H-indol-5-yl)piperidin-1-yl)-3-oxopropanenitrile C(C)(C)C1=C(NC2=CC=C(C=C12)C1CCN(CC1)C(CC#N)=O)C1=CC(=NC=C1)C